O=C1N(C(CC1)=O)CCOC(\C=C/C(=O)O)=O (Z)-4-(2-(2,5-dioxopyrrolidin-1-yl)ethoxy)-4-oxobut-2-enoic acid